C(C)OC(=O)C1=C(C2=C(CC(C3=CN(N=C23)C[C@@H]2OCCOC2)C(F)(F)F)O1)C 2-{[(2S)-1,4-dioxan-2-yl]methyl}-8-methyl-4-(trifluoromethyl)-4,5-dihydro-2H-furo[2,3-g]indazole-7-carboxylic acid ethyl ester